N1=CC2=C3C(C=CC=C13)=CC=C2 benzo[cJ]indol